COC(=O)C1=CN(C=C(C1=O)Br)CC1CCOCC1 5-bromo-4-oxo-1-(tetrahydro-2H-pyran-4-ylmethyl)-1,4-dihydropyridine-3-carboxylic acid methyl ester